C(CCCCCCC\C=C/CCCCCCCC)(=O)OCCCCCCCCCCCC(=O)O 12-(oleoyloxy)dodecanoic acid